Bis(3-chloro-2,2-dimethylpropyl)amine hydrochloride Cl.ClCC(CNCC(CCl)(C)C)(C)C